methyl 2-[4-[[(3-chloro-5-fluoro-benzoyl)amino]methyl]-3,3,5,5-tetradeuterio-1-piperidyl]acetate ClC=1C=C(C(=O)NCC2C(CN(CC2([2H])[2H])CC(=O)OC)([2H])[2H])C=C(C1)F